2-pyrrolidin-1-yl-ethanesulfonic acid {3-[6-amino-5-(2-chloro-3,6-difluoro-benzyloxy)-pyridin-3-yl]-phenyl}-amide NC1=C(C=C(C=N1)C=1C=C(C=CC1)NS(=O)(=O)CCN1CCCC1)OCC1=C(C(=CC=C1F)F)Cl